[Si](=O)=O.[Ni].[Fe] iron-nickel-silicon dioxide